silver aluminum dioxide [O-2].[O-2].[Al+3].[Ag+]